1-(2,4-difluorobenzyl)-1H-indol FC1=C(CN2C=CC3=CC=CC=C23)C=CC(=C1)F